ClC1=C(C=C(C=C1OC)OC)C1=CC2=C(N=C(N=C2)NC2=CC=C(C=C2)N2CCN(CC2)CC)N2C1=NN=C2N 6-(2-chloro-3,5-dimethoxyphenyl)-N2-(4-(4-ethylpiperazin-1-yl)phenyl)-[1,2,4]triazolo[4',3':1,6]pyrido[2,3-d]pyrimidin-2,9-diamine